m-ethynyl-aniline tert-butyl-(5-(4-amino-1-(1-(5-fluoro-3-(3-fluorophenyl)-4-oxo-4H-chromen-2-yl)ethyl)-1H-pyrazolo[3,4-d]pyrimidin-3-yl)furan-2-yl)methylcarbamate C(C)(C)(C)N(C(O)=O)CC=1OC(=CC1)C1=NN(C2=NC=NC(=C21)N)C(C)C=2OC1=CC=CC(=C1C(C2C2=CC(=CC=C2)F)=O)F.C(#C)C=2C=C(N)C=CC2